CN1C(NC2=C1C=C(C=C2)C2CCN(CC2)C(=O)OC(C)(C)C)=O tert-butyl 4-(3-methyl-2-oxo-2,3-dihydro-1H-benzo[d]imidazol-5-yl)piperidine-1-carboxylate